5-bromo-1-chloro-7-methyl-2,3-dihydro-1H-indene BrC=1C=C2CCC(C2=C(C1)C)Cl